[In].[Sn]=O tin oxide indium